C(C=C)(=O)N1[C@@H](COCC1)C(=O)NCCN1C=NC=2C=NC(=CC21)NC=2SC(=CN2)C2=CC=NC=C2 (3S)-4-prop-2-enoyL-N-[2-[6-[[5-(4-pyridyl)thiazol-2-yl]amino]imidazo[4,5-c]pyridin-1-yl]ethyl]morpholine-3-carboxamide